(S)-7-((6-((dimethylamino)-methyl)-5-(tetrahydrofuran-3-yl)pyridin-2-yl)amino)-4-(1-methyl-1H-indol-4-yl)-2,3-dihydro-1H-pyrrolo[3,4-c]pyridin-1-one CN(C)CC1=C(C=CC(=N1)NC=1C2=C(C(=NC1)C1=C3C=CN(C3=CC=C1)C)CNC2=O)[C@H]2COCC2